C(CCCCCCCCCCCCCCCCC)O Octadecan-1-ol